C(C=C)(=O)N1CC2N(C3=C(C=NC4=C(C(=NC=C34)C3=CC(=CC4=CC=CC(=C34)C#C)O)F)N(C2=O)C)CC1CC#N 2-(10-propenoyl-3-(8-ethynyl-3-hydroxynaphthalen-1-yl)-4-fluoro-7-methyl-8-oxo-8,8a,9,10,11,12-hexahydro-7H-pyrazino[1',2':4,5]pyrazino[2,3-c][1,6]naphthyridin-11-yl)acetonitrile